C1(=CC=CC=C1)[Si](C=1C=C(C=CC1)N1C2=C(C(=C(C(=C2C=2C(=C(C(=C(C12)[2H])[2H])N1C2=C(C(=C(C(=C2C=2C(=C(C(=C(C12)[2H])[2H])[2H])[2H])[2H])[2H])[2H])[2H])[2H])[2H])N1C2=C(C(=C(C(=C2C=2C(=C(C(=C(C12)[2H])[2H])[2H])[2H])[2H])[2H])[2H])[2H])[2H])[2H])(C1=CC=CC=C1)C1=CC=CC=C1 9'-[3-(triphenylsilyl)phenyl]-9'H-9,3':6',9''-tercarbazole-1,1',1'',2,2',2'',3,3'',4,4',4'',5,5',5'',6,6'',7,7',7'',8,8',8''-d22